trans-2-hexadecenoic acid ethyl ester C(C)OC(\C=C\CCCCCCCCCCCCC)=O